tert-butyl 2,6-dimethyl-4-(2-oxo-6-(trifluoromethyl)-1,2-dihydropyridine-3-carboxamido)-3,4-dihydroquinoline-1(2H)-carboxylate CC1N(C2=CC=C(C=C2C(C1)NC(=O)C=1C(NC(=CC1)C(F)(F)F)=O)C)C(=O)OC(C)(C)C